Methyl (E)-3-(5-(2-chloroacetamido)-6-(((1-ethyl-1H-imidazol-5-yl)methyl)amino)pyridin-2-yl)acrylate ClCC(=O)NC=1C=CC(=NC1NCC1=CN=CN1CC)/C=C/C(=O)OC